C[C@@H]1COCCN1C1=NC2=C(N=CC=C2C(=C1)CC#N)C1=CC=NN1 (R)-2-(2-(3-methylmorpholino)-8-(1H-pyrazol-5-yl)-1,7-naphthyridin-4-yl)acetonitrile